methallyloxymethylacrylate C(C(C)=C)OCOC(C=C)=O